[C@@H]1([C@H](O)[C@H](O)[C@H](O1)CO)N1CSC2=C1N=CN=C2 3-β-D-ribofuranosylthiazolo[4,5-d]pyrimidine